1-phenylethanamine C1(=CC=CC=C1)C(C)N